FC1=CC=C(CN(C=2N=C(C3=C(N2)SC2=C3CCCC2)N2CCN(CC2)C(C=C)=O)C)C=C1 1-(4-(2-((4-fluorobenzyl)(methyl)amino)-5,6,7,8-tetrahydrobenzo[4,5]thieno[2,3-d]pyrimidin-4-yl)piperazin-1-yl)prop-2-en-1-one